CN(C=1C=C(C=CC1)NC(C(C)C)=O)CC=1N=CN(C1)COCC[Si](C)(C)C N-(3-(methyl((1-((2-(trimethylsilyl)ethoxy)methyl)-1H-imidazol-4-yl)methyl)amino)phenyl)isobutyramide